NC=1C=CC(=NC1C(F)F)C=1N=NN(C1C(=O)OC)C Methyl 4-(5-amino-6-(difluoromethyl)pyridin-2-yl)-1-methyl-1H-1,2,3-triazole-5-carboxylate